1-cyclopropylpiperidine-2,4-dione C1(CC1)N1C(CC(CC1)=O)=O